FC(C(=O)O)(F)F.NCC(C(O)C1=CC(=C(C=C1)Cl)Cl)(F)F 3-amino-1-(3,4-dichlorophenyl)-2,2-difluoropropan-1-ol trifluoroacetate